C1(CCCC1)NC=1SC(=C(N1)C)C1=NC(=NC=C1)NC1=NC=2CCN=CC2C=C1 2-((4-(2-(cyclopentylamino)-4-methylthiazol-5-yl)pyrimidin-2-yl)amino)-7,8-dihydro-1,6-naphthyridin